OCC=1C=C(CNCCCCOCCOC2=NC3=C(C4=CN=CC=C24)C=CC(=C3)C(=O)O)C=C(C1)C(F)(F)F 5-(2-(4-((3-(hydroxymethyl)-5-(trifluoromethyl)benzyl)amino)butoxy)ethoxy)benzo[c][2,6]naphthyridine-8-carboxylic acid